triethanolamine octylsulfate C(CCCCCCC)OS(=O)(=O)O.N(CCO)(CCO)CCO